C(C)(C)(C)OC(CCC1=NN(C2=CC(=C(C=C12)C1=CC=C(C=C1)C1=C(C=C(C=C1)C(=O)OC)O)Cl)C1OCCCC1)=O Methyl 4'-(3-(3-(tert-butoxy)-3-oxopropyl)-6-chloro-1-(tetrahydro-2H-pyran-2-yl)-1H-indazol-5-yl)-2-hydroxy-[1,1'-biphenyl]-4-carboxylate